3-(5-(hydroxymethyl)thiazol-2-yl)propionic acid ethyl ester C(C)OC(CCC=1SC(=CN1)CO)=O